OC(CC(=O)O)(CC(=O)O)C(=O)O 2-hydroxypropane-1,2,3-tricarboxylic acid